(R)-(+)-3-(benzyloxycarbonyl)-4-oxazolidinecarboxylic acid C1[C@@H](N(CO1)C(=O)OCC2=CC=CC=C2)C(=O)O